({[(2R,3S,4R,5R)-5-(2-chloro-4-{[(1S)-1-(2-fluorophenyl)ethyl]amino}-7H-pyrrolo[2,3-d]pyrimidin-7-yl)-3,4-dihydroxyoxolan-2-yl]methoxy}methyl)phosphonic acid ClC=1N=C(C2=C(N1)N(C=C2)[C@H]2[C@@H]([C@@H]([C@H](O2)COCP(O)(O)=O)O)O)N[C@@H](C)C2=C(C=CC=C2)F